ClC1=C(C(=O)NC2=CC(=CC=C2)S(N)(=O)=O)C(=CC(=C1)Cl)OC1=C(C=C(C=C1)F)C 2,4-dichloro-6-(4-fluoro-2-methylphenoxy)-N-(3-sulfamoylphenyl)benzamide